(perfluoroundecyl) acrylate C(C=C)(=O)OC(C(C(C(C(C(C(C(C(C(C(F)(F)F)(F)F)(F)F)(F)F)(F)F)(F)F)(F)F)(F)F)(F)F)(F)F)(F)F